BrC1=C(C=C(C=C1)C(F)(F)F)CS(=O)(=O)N [2-bromo-5-(trifluoromethyl)phenyl]-methanesulfonamide